methyl-cyanamide calcium salt [Ca].CNC#N